OC[C@@]1(OC2=C(C1)C=C(C(=C2)N2CCC(CC2)[C@](C(F)(F)F)(C)O)NC(=O)C=2C=NN1C2N=CC=C1)C N-((R)-2-(hydroxymethyl)-2-methyl-6-(4-((S)-1,1,1-trifluoro-2-hydroxypropan-2-yl)piperidin-1-yl)-2,3-dihydrobenzofuran-5-yl)pyrazolo[1,5-a]pyrimidine-3-carboxamide